COC1=C(C=C(C(=C1)\C=C(/CC)\[N+](=O)[O-])OC)COC (E)-1,4-dimethoxy-2-(methoxymethyl)-5-(2-nitrobut-1-en-1-yl)benzene